FC=1C(=C(C=O)C(=CC1)C)O 3-FLUORO-2-HYDROXY-6-METHYL-BENZALDEHYDE